2-pentyl-cyclopentadiene C(CCCC)C1=CCC=C1